Cl.C1(CC1)NC(CN1CCN(CC1)C1=CC(=C2C(=N1)C(=CS2)C(=O)NC)C(F)(F)F)=O 5-(4-(2-(cyclopropylamino)-2-oxoethyl)piperazin-1-yl)-N-methyl-7-(trifluoromethyl)thieno[3,2-b]pyridine-3-carboxamide hydrochloride